C(C)(C)(C)OC(=O)N1[C@@]([C@H](CC1)[C@@]([C@H](CCC)NC(C)=O)(C)OC)(\C=C/C)CC(=O)O (2R)-((1R)-Acetylamino-(2S)-methoxy-(2S)-methylpentyl)-(5R)-carboxymethyl-(3S)-Z-propenylpyrrolidine-1-carboxylic acid tert-butyl ester